FC=1C=C(N)C=CC1OC1=CC=NC2=CC(=C3C(=C12)OCCO3)OC3CCOCC3 3-fluoro-4-((5-((tetrahydropyran-4-yl)oxy)-2,3-dihydro-[1,4]dioxino[2,3-f]quinolin-10-yl)oxy)aniline